3,5-dichloro-N-(3-((3-fluoropyridin-4-yl)methyl)-4-oxo-3,4-dihydroquinazolin-5-yl)-4-hydroxybenzamide ClC=1C=C(C(=O)NC2=C3C(N(C=NC3=CC=C2)CC2=C(C=NC=C2)F)=O)C=C(C1O)Cl